4-amino-N-((1S)-1-(2-pyrimidinyl)ethyl)-N-((5-(trifluoromethyl)-2-pyridinyl)methyl)-1,3-dihydrofuro[3,4-c]quinoline-8-carboxamide NC1=NC=2C=CC(=CC2C2=C1COC2)C(=O)N(CC2=NC=C(C=C2)C(F)(F)F)[C@@H](C)C2=NC=CC=N2